4-(6-(difluoromethyl)-5-methylpyridin-3-yl)-7,8-difluoro-2,2-dimethyl-1-(prop-2-yn-1-yl)-1,2-dihydroquinazoline FC(C1=C(C=C(C=N1)C1=NC(N(C2=C(C(=CC=C12)F)F)CC#C)(C)C)C)F